((2-(3''-carboxy-2,2'-dimethyl-4''-(pyrrolidin-1-ylmethyl)-[1,1':3',1''-terphenyl]-3-yl)-6-(difluoromethoxy)benzo[d]oxazol-5-yl)methyl)-L-proline C(=O)(O)C=1C=C(C=CC1CN1CCCC1)C=1C(=C(C=CC1)C1=C(C(=CC=C1)C=1OC2=C(N1)C=C(C(=C2)OC(F)F)CN2[C@@H](CCC2)C(=O)O)C)C